3,5-dibromo-2,6-difluoroaniline BrC=1C(=C(N)C(=C(C1)Br)F)F